FC(OC1=CC=CC=2C(N([C@H]3C=4N([C@@H](C21)C3)C3=C(N4)C=CC(=C3)C#CC3=NN=CN3C)C([2H])([2H])[2H])=O)F (7R,14R)-1-(difluoromethoxy)-6-(methyl-d3)-11-((4-methyl-4H-1,2,4-triazol-3-yl)ethynyl)-6,7-dihydro-7,14-methanobenzo[f]benzo[4,5]imidazo[1,2-a][1,4]diazocin-5(14H)-one